ClC=1C=CC(=C(CNCCC2=CC=C(C=C2)S(=O)(=O)NCC#C)C1)OCCC 4-(2-((5-chloro-2-propoxybenzyl)amino)ethyl)-N-(prop-2-yn-1-yl)benzenesulfonamide